triazene oxide [NH+](=NN)[O-]